C1(CC1)C1=NC=NC(=C1C1=CC(=C(N=N1)C)NCC1=CC=C(C=C1)C=1N(C=C(N1)C(F)(F)F)C(C)C)OC 6-(4-cyclopropyl-6-methoxypyrimidin-5-yl)-N-(4-(1-isopropyl-4-(trifluoromethyl)-1H-imidazol-2-yl)benzyl)-3-methylpyridazin-4-amine